OCC1=C(C=CC=C1)NS(=O)(=O)C1=CC=C(C=C1)CNC(=O)C1=CC=2C=NC=CC2N1 N-[(4-{[2-(hydroxy-methyl)phenyl]sulfamoyl}phenyl)methyl]-1H-pyrrolo[3,2-c]pyridine-2-carboxamide